Glucose-1-d Benzyl-(3R)-3-(tert-butoxycarbonylamino)-4-[[(1S)-2-methoxy-1-methyl-2-oxo-ethyl]amino]-4-oxo-butanoate C(C1=CC=CC=C1)C(C(=O)O)[C@H](C(=O)N[C@H](C(=O)OC)C)NC(=O)OC(C)(C)C.O=C([C@H](O)[C@@H](O)[C@H](O)[C@H](O)CO)[2H]